2-(10-acryloyl-4-fluoro-3-(2-fluoro-6-hydroxyphenyl)-7-methyl-8-oxo-8,8a,9,10,11,12-hexahydro-7H-pyrazino[1',2':4,5]pyrazino[2,3-c][1,6]naphthyridin-11-yl)acetonitrile C(C=C)(=O)N1CC2N(C3=C(C=NC4=C(C(=NC=C34)C3=C(C=CC=C3O)F)F)N(C2=O)C)CC1CC#N